CNC1=NC=C(C=N1)C=O 2-METHYLAMINO-PYRIMIDINE-5-CARBALDEHYDE